C(C)(C)OC(C(C)N=P(=O)OC1=C(C=CC=C1)OCC=1C=NC(=C(C1C=O)O)C)=O 2-(((4-formyl-5-hydroxy-6-methylpyridin-3-yl)methoxy)(phenoxy)phosphorylamino)propanoic acid (2R)-isopropyl ester